ClC1=NC(=C(C(=N1)Cl)OC)C=C 2,4-dichloro-5-methoxy-6-vinylpyrimidine